N[C@@H]1CN(CC1)C1=C(C=C(C2=CN(N=C12)COCC[Si](C)(C)C)Cl)C(C)NC(=O)C=1C(=NN2C1N=CC=C2)NC(OC(C)(C)C)=O tert-Butyl [3-({[1-(7-[(3S)-3-aminopyrrolidin-1-yl]-4-chloro-2-{[2-(trimethylsilyl)ethoxy]methyl}-2H-indazol-6-yl)ethyl]amino}carbonyl)pyrazolo[1,5-a]pyrimidin-2-yl]carbamate